1-(3-chloro-5-methylpyrazin-2-yl)-3-hydroxypent-2-en-1-one ClC=1C(=NC=C(N1)C)C(C=C(CC)O)=O